FC=1C(=NC(=NC1)NC1=CC=C(C=C1)S(=O)(=O)N)N1[C@H](C(NC2(CC2)C1)=O)C (S)-4-((5-fluoro-4-(6-methyl-5-oxo-4,7-diazaspiro[2.5]octan-7-yl)pyrimidin-2-yl)amino)benzenesulfonamide